C12CCC(CC1)O2 (1R,2R,4S)-7-oxabicyclo[2.2.1]heptane